FC=1C=CC(=C(C1)O)C1=C(N=C(N=N1)N[C@H]1CN(CCC1)C)C 5-fluoro-2-[5-methyl-3-[[(3R)-1-methyl-3-piperidinyl]amino]-1,2,4-triazin-6-yl]phenol